COC(=O)[C@@H]1C[C@H](CCC1)OC=1C(=NC(=CC1)C=1N=NN(C1CN(C(=O)NCC1=CC=CC=C1)C)C)C (1S,3S)-3-((6-(5-((3-benzyl-1-methylureido)methyl)-1-methyl-1H-1,2,3-triazol-4-yl)-2-methylpyridin-3-yl)oxy)cyclohexane-1-carboxylic acid methyl ester